C(C)(C)(C)OC(=O)N1[C@@H](COCC1)C=1C=C(C=C2CCN(CC12)C(=O)N1C[C@@H](CC1)F)C=1C=C2C(=NC1)NC=C2C (R)-3-(2-((R)-3-fluoropyrrolidine-1-carbonyl)-6-(3-methyl-1H-pyrrolo[2,3-b]pyridine-5-yl)-1,2,3,4-tetrahydroisoquinolin-8-yl)morpholine-4-carboxylic acid tert-butyl ester